C(\C=C/C(=O)[O-])(=O)OOC.[Sn+4].COOC(\C=C/C(=O)[O-])=O.COOC(\C=C/C(=O)[O-])=O.COOC(\C=C/C(=O)[O-])=O tin methoxy maleate